3-(2-(5-(4-fluorobenzylidene)-3-(4-methylphenyl)-4-oxothiazolidin-2-ylidene)hydrazono)-5-bromoindol-2-one FC1=CC=C(C=C2C(N(C(S2)=NN=C2C(NC3=CC=C(C=C23)Br)=O)C2=CC=C(C=C2)C)=O)C=C1